CC1=CN=C2N1N=C(C=C2)C2=CC=C(N)C=C2 4-(3-methylimidazo[1,2-b]pyridazin-6-yl)aniline